C1(=CC=CC=C1)P(OCCO)(OCCO)=O bis(2-hydroxyethyl) phenylphosphonate